NCCNC[Si](O[Si](CNCCN)(C)C)(C)C 1,3-bis(2-aminoethylaminomethyl)-tetramethyldisiloxane